C(C)(C)(C)C1=CC=C(C=C1)[C@@H]1C[C@H](NCC1)C |o1:10,12| (2R*,4S*)-4-(4-(tert-Butyl)phenyl)-2-methylpiperidine